COC1=C(C=CC(=C1)S(=O)(=O)N1CCC(CC1)N1CCOCC1)NC=1N=C(C2=C(N1)NC=C2)N[C@@H]2COCC2 (S)-N2-(2-methoxy-4-((4-morpholinopiperidin-1-yl)sulfonyl)phenyl)-N4-(tetrahydrofuran-3-yl)-7H-pyrrolo[2,3-d]pyrimidine-2,4-diamine